4-(1-aminoethyl)-N-(1H-pyrrolo(2,3-b)pyridin-4-yl)cyclohexanecarboxamide NC(C)C1CCC(CC1)C(=O)NC1=C2C(=NC=C1)NC=C2